6-(morpholin-4-ylmethyl)-1H-benzimidazol N1(CCOCC1)CC=1C=CC2=C(NC=N2)C1